(2R,4R)-N-{3-[2-(3,4-dichlorophenoxy)acetamido]bicyclo[1.1.1]pentan-1-yl}-6,7-difluoro-4-hydroxy-3,4-dihydro-2H-1-benzopyran-2-carboxamide ClC=1C=C(OCC(=O)NC23CC(C2)(C3)NC(=O)[C@@H]3OC2=C([C@@H](C3)O)C=C(C(=C2)F)F)C=CC1Cl